(6-chloropyrazin-2-yl)piperidine-4-carboxylic acid ClC1=CN=CC(=N1)N1CCC(CC1)C(=O)O